2-((1-((4-ethoxy-3-(1-methyl-7-oxo-3-propyl-6,7-dihydro-1H-pyrazolo[4,3-d]pyrimidin-5-yl)phenyl)sulfonyl)azetidin-3-yl)amino)ethyl 6,7-bis(nitrooxy)heptanoate [N+](=O)([O-])OC(CCCCC(=O)OCCNC1CN(C1)S(=O)(=O)C1=CC(=C(C=C1)OCC)C=1NC(C2=C(N1)C(=NN2C)CCC)=O)CO[N+](=O)[O-]